Cl.CC(C[C@@H](C(=O)O[C@@H](C(=O)OCC1=CC=CC=C1)C)NC)(C)C (2R)-1-(benzyloxy)-1-oxopropan-2-yl (2S)-4,4-dimethyl-2-(methylamino)pentanoate hydrochloride